FC1=C2CCNCC2=C(C=C1F)CCC1=C[C@H]([C@H]2[C@@H]1OC(O2)(C)C)N2C=CC1=C2N=CN=C1N 7-((3aS,4R,6aR)-6-(2-(5,6-difluoro-1,2,3,4-tetrahydroisoquinolin-8-yl)ethyl)-2,2-dimethyl-3a,6a-dihydro-4H-cyclopenta[d][1,3]dioxol-4-yl)-7H-pyrrolo[2,3-d]pyrimidin-4-amine